FC=1C=C2C(=NC(=NC2=C(C1)CN1CCC(CC1)C(C)(C)O)N1CCOCC1)C=1C=C(C(=NC1)OC)NS(=O)(=O)C N-[5-[6-fluoro-8-[[4-(2-hydroxypropan-2-yl)piperidin-1-yl]methyl]-2-morpholin-4-yl-quinazolin-4-yl]-2-methoxypyridin-3-yl]methanesulfonamide